FC(C)(F)C=1C=C(C=CC1)NC(=O)C1(C(=NN(C1=O)C1=CC(=C(C=C1)OC(F)F)C1=CC=NC=C1)C)F N-(3-(1,1-difluoroethyl)phenyl)-1-(4-(difluoromethoxy)-3-(pyridin-4-yl)phenyl)-4-fluoro-3-methyl-5-oxo-4,5-dihydro-1H-pyrazole-4-carboxamide